N-(3-(7-methyl-2-((4-(4-methylpiperazin-1-yl)phenyl)amino)quinazolin-8-yl)phenyl)propionamide CC1=CC=C2C=NC(=NC2=C1C=1C=C(C=CC1)NC(CC)=O)NC1=CC=C(C=C1)N1CCN(CC1)C